di-Fmoc-L-lysine C(=O)(OCC1C2=CC=CC=C2C2=CC=CC=C12)N([C@@H](CCCCN)C(=O)O)C(=O)OCC1C2=CC=CC=C2C2=CC=CC=C12